CS(=O)(=O)CCNC(=O)CNC(=O)C1=CC2=C(N(C(=N2)NC=2SC3=C(N2)C=CC(=C3)Cl)C)C=C1 2-(6-Chloro-benzothiazol-2-ylamino)-1-methyl-1H-benzoimidazole-5-carboxylic acid [(2-methanesulfonyl-ethylcarbamoyl)-methyl]-amide